1-(1Z-octadecenyl)-2-docosanoyl-glycero-3-phospho-(1'-sn-glycerol) CCCCCCCCCCCCCCCCCCCCCC(=O)O[C@H](CO/C=C\CCCCCCCCCCCCCCCC)COP(=O)(O)OC[C@H](CO)O